NC(C(CCC(=O)OC(C)(C)C)N1C(C2=CC=C(C=C2C1)N1C=NC=C1C1=CC=CC=C1)=O)=O tert-butyl 5-amino-5-oxo-4-[1-oxo-5-(5-phenylimidazol-1-yl)isoindolin-2-yl]pentanoate